IC1=CC2=C(C=C1)C=1SC3=C(C1S2)C=CC(=C3)I 2,7-diiodo[1]benzothieno[3,2-b][1]benzothiophene